C1(=CC=C(C=C1)C1=C2C(=NNC2=CC=C1)C(=O)OC)C=1CCCCC1 methyl 4-(2',3',4',5'-tetrahydro-[1,1'-biphenyl]-4-yl)-1H-indazole-3-carboxylate